6-fluoro-4-oxo-chromene-2-Formamide FC=1C=C2C(C=C(OC2=CC1)C(=O)N)=O